O[C@@H]1C[C@H](N(C1)C([C@H](C(C)(C)C)N1N=NC(=C1)C1=NC=CC(=C1)OC)=O)C(=O)NC (2S,4r)-4-hydroxy-1-[(2S)-2-[4-(4-methoxy-2-pyridinyl)triazol-1-yl]-3,3-dimethyl-butyryl]-N-methyl-pyrrolidine-2-carboxamide